N=1C(N=CC2=NC=CNC12)=O (8H)-pteridinone